1-methyl-3-(4-((2-oxo-1,3-thiazolidin-3-yl)carbonyl)benzyl)-1H-imidazol-3-ium chloride [Cl-].CN1C=[N+](C=C1)CC1=CC=C(C=C1)C(=O)N1C(SCC1)=O